ClC1=CC=C(C=C1)C1(OC2=C(C1)C=C(C=C2)F)C[Se]C2=CC=CC=C2 2-(4-chlorophenyl)-5-fluoro-2-((phenylseleno)methyl)-2,3-dihydrobenzofuran